ClC=1C=NC(=NC1)N1CCC(CC1)CCCOC1=CC=C(C=N1)CC(=O)OCCCC butyl 2-(6-(3-(1-(5-chloropyrimidin-2-yl)piperidin-4-yl)propoxy)pyridin-3-yl)acetate